[2-(2,6-dioxo-3-piperidinyl)-2,3-dihydro-3-oxo-1H-isoindol-5-yl]methyl-N-[2-fluoro-5-(trifluoromethoxy)phenyl]carbamate O=C1NC(CCC1N1CC2=CC=C(C=C2C1=O)COC(NC1=C(C=CC(=C1)OC(F)(F)F)F)=O)=O